(S)-4-(morpholin-4-yl)-3-(4-fluorophenyl)-N-((R)-1-(6-methoxypyridin-3-yl)ethyl)-4,5-dihydro-1H-pyrazol-1-carboxamide N1(CCOCC1)[C@@H]1C(=NN(C1)C(=O)N[C@H](C)C=1C=NC(=CC1)OC)C1=CC=C(C=C1)F